C1(CC1)C1=C(OC2=CC=C(C=C2)N2N=C3C(NCC[C@H]3N3CCNCC3)=C2C(=O)N)C=CC=C1 (7R)-2-[4-(2-cyclopropylphenoxy)phenyl]-7-(piperazin-1-yl)-4,5,6,7-tetrahydro-2H-pyrazolo[4,3-b]pyridine-3-carboxamide